N-[3-(1-Ethyl-piperidin-4-yl)-5-trifluoromethyl-phenyl]-6-methyl-5-(4-pyridin-3-yl-pyrimidin-2-ylamino)-nicotinamide C(C)N1CCC(CC1)C=1C=C(C=C(C1)C(F)(F)F)NC(C1=CN=C(C(=C1)NC1=NC=CC(=N1)C=1C=NC=CC1)C)=O